2-(4-(1-(4-(3-(1,3-dioxolan-2-yl)propoxy)phenyl)-2-phenylbut-1-en-1-yl)phenoxy)tetrahydro-2H-pyran O1C(OCC1)CCCOC1=CC=C(C=C1)C(=C(CC)C1=CC=CC=C1)C1=CC=C(OC2OCCCC2)C=C1